N-(5-(cyclobutylamino)-1-(4-fluorophenyl)-5-oxopent-1-en-3-yl)-1-cyclopentyl-5-(2,6-dimethoxyphenyl)-1H-pyrazole-3-carboxamide C1(CCC1)NC(CC(C=CC1=CC=C(C=C1)F)NC(=O)C1=NN(C(=C1)C1=C(C=CC=C1OC)OC)C1CCCC1)=O